CC=1N(C(=C2C(N(N=CC21)C=2C=C(C=CC2)C)=O)C)C2=CC(=CC=C2)N2CCOCC2 5,7-Dimethyl-6-(3-morpholinophenyl)-2-(m-tolyl)-2,6-dihydro-1H-pyrrolo[3,4-d]pyridazin-1-one